COC(=O)C=1SC(=CC1Br)Br 3,5-Dibromothiophene-2-carboxylic acid methyl ester